dichlorobis(dimethylphenylphosphono)zinc oxide [O-2].Cl[Zn](P(=O)(OC1=C(C(=CC=C1)C)C)O)(P(=O)(OC1=C(C(=CC=C1)C)C)O)Cl